9-(4-chloro-3-fluorophenyl)-5-fluoro-2,7,8,9-tetrahydro-3H-pyrido[4,3,2-de]phthalazin-3-one ClC1=C(C=C(C=C1)C1CNC=2C=3C1=NNC(C3C=C(C2)F)=O)F